4-(4-(4-(3-amino-6-(2-hydroxyphenyl)pyridazin-4-yl)phenyl)piperazin-1-yl)cyclohexan-1-one NC=1N=NC(=CC1C1=CC=C(C=C1)N1CCN(CC1)C1CCC(CC1)=O)C1=C(C=CC=C1)O